FC=1C(=C(C=C(C1)C(C)(C)O)C(C(=O)O)N1C[C@@H](CC1)N(CCCCCC1=NC=2NCCCC2C=C1)C)OC 2-(3-fluoro-5-(2-hydroxypropan-2-yl)-2-methoxyphenyl)-2-((R)-3-(methyl(5-(5,6,7,8-tetrahydro-1,8-naphthyridin-2-yl)pentyl)amino)pyrrolidin-1-yl)acetic acid